tripalmitoyl-hydroxyproline C(CCCCCCCCCCCCCCC)(=O)C1[C@](N(C[C@@H]1O)C(CCCCCCCCCCCCCCC)=O)(C(=O)O)C(CCCCCCCCCCCCCCC)=O